N[C@@H]1C2=CC=CC=C2CC12CCN(CC2)C=2NC(C1=C(N2)NN=C1C1(CC1)C1=CC=C(C=C1)C(F)(F)F)=O (S)-6-(1-amino-1,3-dihydrospiro[indene-2,4'-piperidine]-1'-yl)-3-(1-(4-(trifluoromethyl)phenyl)cyclopropyl)-1,5-dihydro-4H-pyrazolo[3,4-d]pyrimidin-4-one